[N+](=O)([O-])C1=CC=C(NC([C@@H](N)C)=O)C=C1 L-Alanine-4-nitroanilide